[Cl-].OC(C[N+](C)(C)C)CO 2,3-dihydroxy-N,N,N-trimethylpropane-1-aminium chloride